FC(S(=O)(=O)OC=1C(=NC(=C2C=C(C(N(C12)C)=O)C1(CCN(CC1)C(C)=O)O)N[C@H](C)C1=C(C(=CC=C1)C(F)F)F)C)(F)F (R)-3-(1-acetyl-4-hydroxypiperidin-4-yl)-5-((1-(3-(difluoromethyl)-2-fluorophenyl) ethyl) amino)-1,7-dimethyl-2-oxo-1,2-dihydro-1,6-naphthyridin-8-yl trifluoromethanesulfonate